quinolonone N=1C(C(C=C2C=CC=CC12)=O)=O